C1(CC1)CCN(C1=C2CN(C(C2=CC=C1)=O)C1C(NC(CC1)=O)=O)[C@H]1C[C@H](CC1)NCC1CC1 3-(4-((2-cyclopropylethyl)((1R,3S)-3-((cyclopropylmethyl)amino)cyclopentyl)-amino)-1-oxoisoindolin-2-yl)piperidine-2,6-dione